FC(C1=CC=C(C=C1)N1CC2(CC3=NC=CC=C13)CNS(C2)(=O)=O)(F)F 1'-(4-(trifluoromethyl)-phenyl)-1',4'-dihydro-2'H-spiro[isothiazolidine-4,3'-[1,5]naphthyridine] 1,1-dioxide